(2S)-Isopropyl 2-(((4-formyl-5-hydroxy-6-methylpyridin-3-yl)methoxy)(5,6,7,8-tetrahydronaphthalen-1-yloxy)phosphorylamino)propanoate C(=O)C1=C(C=NC(=C1O)C)COC1=C(C=2CCCCC2C=C1)OP(=O)=N[C@H](C(=O)OC(C)C)C